[5-(3-Cyclopropoxyphenyl)-1-(2-methylphenyl)-1H-pyrazol-3-yl]methanol C1(CC1)OC=1C=C(C=CC1)C1=CC(=NN1C1=C(C=CC=C1)C)CO